C(C)(C)(C)OC(=O)N1CCC(=CC1)C1=C(C=C(C=C1)NC(=O)C1=CC(=C(C=C1)C=1CCN(CC1)C(=O)OC(C)(C)C)F)OC tert-butyl 4-{4-[(4-{1-[(tert-butoxy)carbonyl]-1,2,3,6-tetrahydropyridin-4-yl}-3-methoxyphenyl) carbamoyl]-2-fluorophenyl}-1,2,3,6-tetrahydropyridine-1-carboxylate